N1=C(C=CC=C1)C1(OC(=C(C1=O)O)N)C 2-(2-pyridinyl)-2-methyl-4-hydroxy-5-amino-3(2H)-furanone